Cl.COC=1C=C(C=CC1C(F)(F)F)[C@H]1CNCCC1 (S)-3-(3-methoxy-4-(trifluoromethyl)phenyl)piperidine hydrochloride